OCC1=CC(=NC=C1)NC1C(NC(CC1)=O)=O 3-((4-(hydroxymethyl)pyridin-2-yl)amino)piperidine-2,6-dione